CC1=CCCCO1 6-methyl-dihydro-2H-pyran